1,3-dibutyl-2-methylimidazole C(CCC)N1C(N(C=C1)CCCC)C